N-[(1S)-1-(dicyclopropylmethyl)-2-[4-(3,5-dimethyl-1H-pyrazol-4-yl)anilino]-2-oxo-ethyl]-2-(4,4,4-trifluoro-3-hydroxy-butyl)pyrazole-3-carboxamide C1(CC1)C([C@@H](C(=O)NC1=CC=C(C=C1)C=1C(=NNC1C)C)NC(=O)C=1N(N=CC1)CCC(C(F)(F)F)O)C1CC1